C(C)(C)(C)OC(=O)NC(=N)NC(=O)OC(C)(C)C 1,3-bis(t-butoxycarbonyl)guanidine